7-(1-(5-Fluoro-2-methylpyridin-3-yl)piperidin-4-yl)-3-methyl-5-((3-(trifluoromethyl)pyridin-2-yl)methyl)pyrido[2,3-b]pyrazin-6(5H)-one FC=1C=C(C(=NC1)C)N1CCC(CC1)C1=CC=2C(=NC(=CN2)C)N(C1=O)CC1=NC=CC=C1C(F)(F)F